(S)-2-((2S,3S)-2-((S)-2-acetamido-3-(6-isopropylbenzo[d]thiazol-2-yl)propanamido)-3-methylpentanamido)-6-amino-N-((S)-1-amino-4-methyl-1-oxopentan-2-yl)hexanamide C(C)(=O)N[C@H](C(=O)N[C@H](C(=O)N[C@H](C(=O)N[C@H](C(=O)N)CC(C)C)CCCCN)[C@H](CC)C)CC=1SC2=C(N1)C=CC(=C2)C(C)C